(4-(2-((3-chloro-5-methylbenzyl)amino)ethyl)-2,5-dimethoxyphenyl)(imino)(methyl-d3)-λ6-sulfanone ClC=1C=C(CNCCC2=CC(=C(C=C2OC)S(=O)(C([2H])([2H])[2H])=N)OC)C=C(C1)C